ClC=1C=C(C#N)C=C(C1)CCN1C[C@H](NCC1)COC1=CC=C(C=C1)S(=O)(=O)C 3-chloro-5-{2-[(3S)-3-[(4-methanesulfonylphenoxy)methyl]piperazin-1-yl]ethyl}benzonitrile